F[C@H](C1=CC2=CC(=CC=C2C=C1)C(=O)OC1=C(C(=C(C(=C1F)F)F)F)F)P(O)(O)=O (S)-(fluoro(7-((perfluorophenoxy)carbonyl)naphthalen-2-yl)methyl)phosphonic acid